5-chloro-1,3-dimethyl-N-[(3R)-1,1,3-trimethyl-3H-isobenzofuran-4-yl]pyrazole-4-carboxamide ClC1=C(C(=NN1C)C)C(=O)NC1=C2[C@H](OC(C2=CC=C1)(C)C)C